C1(CC1)N1CCN(CC1)C1CCN(CC1)C=1C(=CC2=C(C(C=3NC4=CC(=CC=C4C3C2=O)C#C)(C)C)C1)C#N 8-(4-(4-cyclopropylpiperazin-1-yl)piperidine-1-yl)-3-ethynyl-6,6-dimethyl-11-oxo-6,11-dihydro-5H-benzo[b]carbazole-9-carbonitrile